trans-5-amino-1-(4-(4-methylpiperazin-1-yl)cyclohexyl)-3-(4-phenoxyphenyl)-1H-pyrazole-4-carbonitrile NC1=C(C(=NN1[C@@H]1CC[C@H](CC1)N1CCN(CC1)C)C1=CC=C(C=C1)OC1=CC=CC=C1)C#N